C(C)N(S(=O)(=O)NC=1C(=C(C(=CC1)F)C1=CC2=C(N=C(N=C2)S(=O)(=O)C)N(C1=O)C)F)C 6-[3-[[ethyl(methyl)sulfamoyl]amino]-2,6-difluorophenyl]-8-methyl-2-methylsulfonyl-7-oxopyrido[2,3-d]pyrimidine